C[C@H]1CNC(N1CC=1C=NC(=CC1)OC1=C(C=C(C=C1F)F)F)=O (5S)-5-methyl-1-{[6-(2,4,6-trifluorophenoxy)pyridin-3-yl]methyl}imidazolidin-2-one